5-(3-((tert-butyldimethylsilyl)oxy)azetidin-1-yl)-2-nitro-pyridine [Si](C)(C)(C(C)(C)C)OC1CN(C1)C=1C=CC(=NC1)[N+](=O)[O-]